((benzyloxy)methoxy)-3-(5-methylthiazol-4-yl)-2-(thiophen-2-yl)-1H-inden-1-one C(C1=CC=CC=C1)OCOC1=C2C(=C(C(C2=CC=C1)=O)C=1SC=CC1)C=1N=CSC1C